C(C)(C)C(C(=O)O)O.FC1=C(C=CC=C1C[C@@H]1N(CC([C@@H]1NS(=O)(=O)C1CC1)(F)F)C(C(C)(C)O)=O)C1=CC(=CC=C1)F N-[(2S,3R)-2-[(2,3'-difluoro[1,1'-biphenyl]-3-yl)methyl]-4,4-difluoro-1-(2-hydroxy-2-methylpropanoyl)pyrrolidin-3-yl]cyclopropanesulfonamide isopropyl-glycolate